C(C)C=1C(=NC(=NC1OC1=CC(=CC=C1)C1CCN(CC1)C)NS(=O)(=O)C=1C=NN(C1)C)C1=C(C=CC=C1)CC(C)C N-[5-ethyl-4-(2-isobutylphenyl)-6-[3-(1-methyl-4-piperidyl)phenoxy]pyrimidin-2-yl]-1-methyl-pyrazole-4-sulfonamide